C(#N)C1=CC=C(C=C1)C1=CC=C(C=C1)OCC1(CN(CC1)C(C1=CC=C(C=C1)OC)=O)C(=O)N 3-(((4'-cyano-[1,1'-biphenyl]-4-yl)oxy)methyl)-1-(4-methoxybenzoyl)pyrrolidine-3-carboxamide